3-chloro-5,5-dimethyl-5H-dibenzo[b,d]silole ClC=1C=CC2=C([Si](C3=C2C=CC=C3)(C)C)C1